FC=1C=C(C=CC1F)[C@H]1[C@@H](CN(C1)CCOC)NC(=O)NC1=C(C(=NN1C1=CC=CC=C1)OCC(F)(F)F)C 1-((3S,4R)-4-(3,4-difluorophenyl)-1-(2-methoxyethyl)pyrrolidin-3-yl)-3-(4-methyl-1-phenyl-3-(2,2,2-trifluoroethoxy)-1H-pyrazol-5-yl)urea